OC1(CN(C1)C1C(CCC1)OC=1C=C2CN(C(C2=CC1)=O)C1C(NC(CC1)=O)=O)C 3-(5-((2-(3-hydroxy-3-methylazetidin-1-yl)cyclopentyl)oxy)-1-oxoisoindolin-2-yl)piperidine-2,6-dione